FC1(C2CC(CC12)C(=O)[O-])F 6,6-difluorobicyclo[3.1.0]hexane-3-carboxylate